(S)-2-((4-bromophenoxy)methyl)-6-methyl-2,3-dihydro-1,4-dioxine BrC1=CC=C(OC[C@H]2OC(=COC2)C)C=C1